O=C1N(C(=CN=C1N1CCCC1)C1=CC=CC=C1)CC(=O)O 2-(2-oxo-6-phenyl-3-(pyrrolidin-1-yl)pyrazin-1(2H)-yl)acetic acid